Br[C@H](C)C=1C=C(C=C2C(C(=C(OC12)SCC)C)=O)C(F)(F)F 8-[(1R)-1-bromoethyl]-2-ethylsulfanyl-3-methyl-6-(trifluoromethyl)chromen-4-one